(2S)-2-[(2-hydroxybenzoyl)amino]-3-phenylpropanoic acid OC1=C(C(=O)N[C@H](C(=O)O)CC2=CC=CC=C2)C=CC=C1